tert-butyl 7-((2,4-difluorobenzyl)oxy)-2-((3-nitro-2-oxopyridin-1(2H)-yl)methyl)-1H-indole-1-carboxylate FC1=C(COC=2C=CC=C3C=C(N(C23)C(=O)OC(C)(C)C)CN2C(C(=CC=C2)[N+](=O)[O-])=O)C=CC(=C1)F